methyl 2-(4-(6-((4-chloro-2-fluorobenzyl)oxy)pyridin-2-yl)benzyl)-1-(oxazol-5-ylmethyl)-1H-benzo[d]imidazole-6-carboxylate ClC1=CC(=C(COC2=CC=CC(=N2)C2=CC=C(CC3=NC4=C(N3CC3=CN=CO3)C=C(C=C4)C(=O)OC)C=C2)C=C1)F